BrC=1C=C(C(=NC1)F)C(=O)N[C@H](C)C1=C(C(=CC=C1)C(F)(F)F)F 5-bromo-2-fluoro-N-[(1R)-1-[2-fluoro-3-(trifluoromethyl)phenyl]ethyl]pyridine-3-carboxamide